1,2-dilauroyl-sn-glycero-3-phosphocholine, sodium salt [Na+].C(CCCCCCCCCCC)(=O)OC[C@@H](OC(CCCCCCCCCCC)=O)COP(=O)(O)OCC[N+](C)(C)C